C(C1=CC=CC=C1)OC(N[C@H]1[C@@H](N(C(C1)=O)C=1C=C2C=NN(C2=CC1)C1=CC=C(C=C1)F)CC)=O trans-{1-[1-(4-Fluoro-phenyl)-1H-indazol-5-yl]-5-oxo-2-ethyl-pyrrolidin-3-yl}-carbamic acid benzyl ester